(S)-2-((3-(1-([1,1'-Biphenyl]-4-yl)-2-oxo-1,2-dihydro-3H-imidazo[4,5-b]pyridin-3-yl)pyrrolidin-1-yl)methyl)isonicotinic Acid C1(=CC=C(C=C1)N1C(N(C2=NC=CC=C21)[C@@H]2CN(CC2)CC=2C=C(C(=O)O)C=CN2)=O)C2=CC=CC=C2